C(C)(C)(C)[Si](C=1N(C2=NC=CC=C2C1)C1CN(C1)C(=O)OC(C)(C)C)(F)C(C)(C)C tert-butyl 3-{2-[di(tert-butyl)(fluoro)silyl]-1H-1,7-diazainden-1-yl}-1-azetidinecarboxylate